dieth-ylsulfoxide C(C)S(=O)CC